2-propoxy-3-chloropropane C(CC)OC(C)CCl